6-Ethenyl-3,6-dimethylcyclohex-2-en C(=C)C1(CCC(=CC1)C)C